4,4'-dihydroxydiphenylether C1=CC(=CC=C1O)OC2=CC=C(C=C2)O